5-(1-cyano-1-methyl-ethyl)-3-ethylsulfonyl-pyridine-2-carboxylic acid methyl ester COC(=O)C1=NC=C(C=C1S(=O)(=O)CC)C(C)(C)C#N